COCOC1=C(C=CC=C1)C1=CC2=C(N=N1)NC1=C2CN(CC1)C(=O)OC(C)(C)C tert-butyl 3-(2-(methoxymethoxy) phenyl)-5,7,8,9-tetrahydro-6H-pyrido[3',4':4,5]pyrrolo[2,3-C]pyridazine-6-carboxylate